2-[2-[[4-[(2-bromoacetyl)amino]phenyl]methyl]-4,7,10-tris(carboxymethyl)-1,4,7,10-tetraazacyclododecan-1-yl]acetic acid BrCC(=O)NC1=CC=C(C=C1)CC1N(CCN(CCN(CCN(C1)CC(=O)O)CC(=O)O)CC(=O)O)CC(=O)O